2-(2,3-epoxypropyloxypropyl)-2,4,6,8-tetramethyl-6-(trimethoxysilylethyl)cyclotetrasiloxane C(CC)OC1C(C[Si]2(O[SiH](O[Si](O[SiH](O2)C)(CC[Si](OC)(OC)OC)C)C)C)O1